C1(CCCCC1)C1=NN(C(=C1P(C(C)C)C(C)C)C1CCCCC1)C 3,5-dicyclohexyl-4-(diisopropylphosphino)-1-methyl-1H-pyrazole